C(C)N1C[C@H](CC[C@H]1C(F)(F)F)NC(=O)C1C[C@H]2CC[C@@H](C1)N2C(=O)C2=NNC(=C2)C2=CC(=NC=C2F)OC (1r,3s,5s)-N-[(3s,6s)-1-ethyl-6-(trifluoromethyl)piperidin-3-yl]-8-[5-(5-fluoro-2-methoxypyridin-4-yl)-1H-pyrazole-3-carbonyl]-8-azabicyclo[3.2.1]octane-3-carboxamide